butylphenylphosphonium C(CCC)[PH2+]C1=CC=CC=C1